Octyl-5-methoxy-[1,1'-biphenyl]-3,4-diol C(CCCCCCC)C1=C(C=C(C(=C1O)O)OC)C1=CC=CC=C1